C1(=CC=CC=C1)N(C(=O)N)C1CCCCC1 Phenyl-Cyclohexyl-Urea